6-methoxy-4,4-dimethyl-3,4-dihydroisoquinolin-1(2H)-one COC=1C=C2C(CNC(C2=CC1)=O)(C)C